BrC=1C(=C(OC2=CC=C(C=C2)C(C)=O)C=CC1)C 1-(4-(3-bromo-2-methylphenoxy)phenyl)ethan-1-one